C(=O)(O)[C@H](CCCC1=CC=C(C=C1)OCCOCCOCC)N1CCN(CCN(CCN(CC1)[C@@H](C(=O)[O-])CO)[C@@H](C(=O)[O-])CO)[C@@H](C(=O)[O-])CO.[Gd+3] Gadolinium (2R,2'R,2''R)-2,2',2''-{10-[(1S)-1-carboxy-4-{4-[2-(2-ethoxyethoxy)ethoxy]phenyl}butyl]-1,4,7,10-tetraazacyclododecan-1,4,7-triyl}tris(3-hydroxypropanoat)